ClC=1C=C(C=NC1OC1=CC=CC=C1)NC=1C2=C(N=CN1)C=CC(=N2)[C@H]2CNCCC2 (R)-N-(5-chloro-6-phenoxypyridin-3-yl)-6-(piperidin-3-yl)pyrido[3,2-d]pyrimidin-4-amine